1-(5-(4-((tert-butyldimethylsilyl)oxy)butyl)-2-isopropyl-4-methylpyridine-3-Yl)-7-chloro-6-fluoropyrido[2,3-d]Pyrimidine-2,4(1H,3H)-dione [Si](C)(C)(C(C)(C)C)OCCCCC=1C(=C(C(=NC1)C(C)C)N1C(NC(C2=C1N=C(C(=C2)F)Cl)=O)=O)C